diisopropyl-benzene 5-[(E)-3-[4-(5-Carboxyfuran-2-yl)phenyl]-3-oxoprop-1-enyl]-2-methoxyphenolate C(=O)(O)C1=CC=C(O1)C1=CC=C(C=C1)C(/C=C/C=1C=CC(=C(C1)[O-])OC)=O.C(C)(C)C1=C(C=CC=C1)C(C)C